C(C)(C)(C)OC(=O)N1CC(OCC1)C(C)(F)F 2-(1,1-difluoroethyl)morpholine-4-carboxylic acid tert-butyl ester